(2S,3R,4R,5S)-2-(hydroxymethyl)-1-(3-(thiophen-3-yl)propyl)piperidine-3,4,5-triol OC[C@@H]1N(C[C@@H]([C@H]([C@@H]1O)O)O)CCCC1=CSC=C1